ClC1=C(C(=O)N2CCC(CC2)NC(CC2CN(CC2)C(=O)[O-])=O)C=CC(=C1)NC(=O)C=1N(C(=CN1)C1=C(C(=C(C=C1)OC)F)F)C 3-[2-[[1-[2-chloro-4-[[5-(2,3-difluoro-4-methoxy-phenyl)-1-methyl-imidazole-2-carbonyl]amino]benzoyl]-4-piperidyl]amino]-2-oxo-ethyl]pyrrolidine-1-carboxylate